O=C1N(C(C2=CC=CC=C12)=O)C[C@H]1N(CCC2=CC=CC(=C12)OCC)C(=O)[C@H]1[C@H](CCCC1)C(NCC)=O 2-(((S)-1-((1,3-dioxoisoindolin-2-yl)-methyl)-2-((1R,2S)-2-(ethylcarbamoyl)cyclohexane-1-carbonyl)-1,2,3,4-tetrahydroisoquinolin-8-yl)oxy)ethane